ClC=1C=C(C=CC1)N(C1(CCC2([C@@H](CC3=CC=C(C=C23)OCOC)C[C@H](CO)C)CC1)C(=O)OC)C(C(F)(F)F)=O methyl (1r,2'R,4R)-4-[(3-chlorophenyl)(trifluoroacetyl)amino]-2'-[(2R)-3-hydroxy-2-methylpropyl]-6'-(methoxymethoxy)-2',3'-dihydrospiro[cyclohexane-1,1'-indene]-4-carboxylate